ON1C(C2=CC=CC=C2C1=O)=O N-hydroxyisoindole-1,3-dione